C(C)(=O)OC[C@H](C1=CC=CC=C1)NC1=NC(=NC=C1C1=NOC(=N1)C)NC1=CC2=C(C(C(O2)(C)C)=O)C=C1 (S)-2-((2-((2,2-dimethyl-3-oxo-2,3-dihydrobenzofuran-6-yl) amino)-5-(5-methyl-1,2,4-oxadiazol-3-yl) pyrimidin-4-yl) amino)-2-phenylethyl acetate